[N].[In].[Al].FC1=C(CC2=C(N(CCN3CCOCC3)C)C=CC(=C2)C)C(=CC=C1)F 2-(2,6-difluorobenzyl)-N,4-dimethyl-N-(2-morpholinoethyl)aniline aluminum indium nitrogen